C(#N)C1=CC(=C(C=C1)[C@H](C)OC1=CC=C2CCN(CC2=C1)CC1=NC2=C(N1C[C@H]1OCC1)C=C(C=C2)C(=O)[O-])F 2-((7-((S)-1-(4-cyano-2-fluorophenyl) ethoxy)-3,4-dihydroisoquinolin-2(1H)-yl) methyl)-1-(((S)-oxetan-2-yl) methyl)-1H-benzo[d]imidazole-6-carboxylate